C(C)(=O)NC1CCN(CC1)CCCOC=1C(=C(C=CC1)C1=C2CCC(C2=CC=C1)OC1=CC(=C(CN2CCCCC2)C=C1Cl)OCC=1C=NC=C(C1)C#N)Cl (2S)-1-(4-((4-(3-(3-(4-Acetamidopiperidin-1-yl)propoxy)-2-chlorophenyl)-2,3-dihydro-1H-inden-1-yl)oxy)-5-chloro-2-((5-cyanopyridin-3-yl)methoxy)benzyl)piperidin